C1(CC1)CNC1=CC=C(C=N1)C(CC=1C=C(C=NC1C)C(=O)O)F 5-[(Z)-2-{6-[(cyclopropylmethyl)amino]pyridin-3-yl}-2-fluoroethyl]-6-methylpyridine-3-carboxylic acid